(R)-5-(4-(2-(3-(fluoromethyl)azetidin-1-yl)ethoxy)phenyl)-8-(trifluoromethyl)-5H-chromeno[4,3-c]quinolin-2-ol FCC1CN(C1)CCOC1=CC=C(C=C1)[C@H]1OC=2C=C(C=CC2C=2C=NC=3C=C(C=CC3C21)O)C(F)(F)F